N1=C(C=CC2=CC=C3C=CC=NC3=C12)C=1C=C(C=CC1)B(O)O 3-(1,10-phenanthroline-2-yl)phenylboronic acid